zinc benzenesulfonyl benzenesulfonate C1(=CC=CC=C1)S(=O)(=O)OS(=O)(=O)C1=CC=CC=C1.[Zn]